NC1=CC(=C(C=C1)CCN1[C@@H](O[C@H](C1=O)C)C=1C(=NN(C1)C1=CC=C(C=C1)F)C1=COC=C1)F (2S,5S)-3-(4-amino-2-fluorophenylethyl)-2-(1-(4-fluorophenyl)-3-(furan-3-yl)-1H-pyrazol-4-yl)-5-methyloxazolidin-4-one